C[C@@H]1CN2C(SC1)=NC(=C(C2=O)C#N)C=2C=NC(=CC2)C2(CC2)C (R)-3-methyl-8-(6-(1-methylcyclopropyl)pyridin-3-yl)-6-oxo-3,4-dihydro-2H,6H-pyrimido[2,1-b][1,3]thiazine-7-carbonitrile